1-oxohexane-2-yl-cyclobutane-1-carboxylic acid O=CC(CCCC)C1(CCC1)C(=O)O